Docosan-1-ol C(CCCCCCCCCCCCCCCCCCCCC)O